2-(2'-hydroxy-3',5'-dipentylphenyl)-5-chlorobenzotriazole OC(CC=1C=C(C=C(C1)N1N=C2C(=N1)C=CC(=C2)Cl)CCCCC)CCC